4-(6-Methyl-1,2,4,5-tetrazin-3-yl)benzene-methanamine CC1=NN=C(N=N1)C1=CC=C(C=C1)CN